xylitol tristearate C(CCCCCCCCCCCCCCCCC)(=O)O.C(CCCCCCCCCCCCCCCCC)(=O)O.C(CCCCCCCCCCCCCCCCC)(=O)O.C([C@H](O)[C@@H](O)[C@H](O)CO)O